(3R)-1-{5-[5-(2-Fluoroethoxy)-1H-indol-2-yl]pyridin-2-yl}piperidin-3-ol FCCOC=1C=C2C=C(NC2=CC1)C=1C=CC(=NC1)N1C[C@@H](CCC1)O